ClC1=CC=C(C=C1)N1C(N=C2C(C1=O)=CC=CN2CC=2C=NC(=NC2)Cl)=S 3-(4-chlorophenyl)-8-((2-chloropyrimidin-5-yl)methyl)-2-thioxo-2,8-dihydropyrido[2,3-d]pyrimidin-4(3H)-one